C(CC(=O)[O-])(=O)OC mono-methyl malonate